N-(3-chloro-2-methylphenyl)-6-{[(2,5-dichlorophenyl)carbonyl]amino}-2-[(3-hydroxy-2,2-dimethylpropyl)amino]-1H-benzimidazole-4-carboxamide ClC=1C(=C(C=CC1)NC(=O)C1=CC(=CC=2NC(=NC21)NCC(CO)(C)C)NC(=O)C2=C(C=CC(=C2)Cl)Cl)C